N1C(=NC=C1)CCCCCCCC\C=C/CCCCCCCC(=O)O imidazoleoleic acid